α,4-Dimethylphenylacetic acid CC(C(=O)O)C1=CC=C(C=C1)C